C(C)(C)OC(N[C@@H]1CC[C@H](CC1)C=1SC(=CN1)C1=C(C=C(C=C1)NC1CNC1)S(NCC)(=O)=O)=O Trans-N-[4-[5-[4-(azetidin-3-ylamino)-2-(ethyl-sulfamoyl)phenyl]thiazol-2-yl]cyclohexyl]carbamic acid isopropyl ester